C(C)(=O)N1CCP(CC1)(=O)C1=CC(=C(C=C1)NC1=CC(=C2C(=N1)NC=C2C#N)NCC)OC 6-((4-(1-acetyl-4-oxido-1,4-azaphosphinan-4-yl)-2-methoxyphenyl)amino)-4-(ethylamino)-1H-pyrrolo[2,3-b]pyridine-3-carbonitrile